6-chloro-N-(3-methyl-4-{[1,2,4]triazolo[1,5-a]pyridin-7-yloxy}phenyl)pyrido[3,4-d]pyrimidin-4-amine ClC1=CC2=C(N=CN=C2NC2=CC(=C(C=C2)OC2=CC=3N(C=C2)N=CN3)C)C=N1